N-((2S)-1-(2-(3-amino-3-oxopropyl)-2-(2-chloro-2-fluoroacetyl)hydrazinyl)-3-methyl-1-oxobutan-2-yl)-1H-indole-2-carboxamide NC(CCN(NC([C@H](C(C)C)NC(=O)C=1NC2=CC=CC=C2C1)=O)C(C(F)Cl)=O)=O